C[Si]1(CCC(CC1)NC(=O)C1=CC2=C(N=C(S2)C2=C(C=CC=C2)C)N1)C N-(1,1-dimethylsilinan-4-yl)-2-(o-tolyl)-4H-pyrrolo[2,3-d]thiazole-5-carboxamide